1-(4-chlorothiophen-2-yl)-8-((3S,5R)-3,5-dimethylpiperazin-1-yl)-3-(pyrimidin-2-yl)-10-(trifluoromethyl)-3,4-dihydro-2H,6H-[1,4]thiazepino[2,3,4-ij]quinazolin-6-one ClC=1C=C(SC1)S1CC(CN2C(N=C(C3=CC(=CC1=C23)C(F)(F)F)N2C[C@@H](N[C@@H](C2)C)C)=O)C2=NC=CC=N2